N-(3'-((6-((1-acryloylpiperidin-4-yl)oxy)-7-methoxyquinazolin-4-yl)amino)-2,4-difluoro-4'-methoxy-[1,1'-biphenyl]-3-yl)cyclopropancarboxamide C(C=C)(=O)N1CCC(CC1)OC=1C=C2C(=NC=NC2=CC1OC)NC=1C=C(C=CC1OC)C1=C(C(=C(C=C1)F)NC(=O)C1CC1)F